3-{4-amino-7-methyl-5-[4-(pyrimidin-2-yloxy)phenyl]-7H-pyrrolo[2,3-d]Pyrimidin-6-yl}pyrrolidine-1-carboxylic acid tert-butyl ester C(C)(C)(C)OC(=O)N1CC(CC1)C1=C(C2=C(N=CN=C2N)N1C)C1=CC=C(C=C1)OC1=NC=CC=N1